1-(3-(4-fluorophenyl)cyclopentyl)-1H-pyrazole-4-carboxylic acid ethyl ester C(C)OC(=O)C=1C=NN(C1)C1CC(CC1)C1=CC=C(C=C1)F